NC1=CC=C(C2=C1N(C=N2)COCC[Si](C)(C)C)C(=O)NC=2C=C(C=1N(C2)C=C(N1)C)F 7-amino-N-(8-fluoro-2-methyl-imidazo[1,2-a]pyridin-6-yl)-1-(2-trimethylsilylethoxymethyl)benzimidazole-4-carboxamide